C1(CC1)C1=NNC(=C1)NC1=CC2=C(C(=NO2)NS(=O)(=O)C2=C(C=C(C=C2OC)C=2N=CC3=C(N2)CN(CC3)C)OC)C=C1OC N-{6-[(3-cyclopropyl-1H-pyrazol-5-yl)amino]-5-methoxy-1,2-benzoxazol-3-yl}-2,6-dimethoxy-4-(7-methyl-5,6,7,8-tetrahydropyrido[3,4-d]pyrimidin-2-yl)benzene-1-sulfonamide